7-[(3S,5S)-3,5-dimethylpiperazin-1-yl]-9-methyl-2-(2-methylimidazo[1,2-b]pyridazin-6-yl)pyrido[1,2-a]pyrimidin-4-one C[C@H]1CN(C[C@@H](N1)C)C=1C=C(C=2N(C(C=C(N2)C=2C=CC=3N(N2)C=C(N3)C)=O)C1)C